3-[8-(tert-butylamino)-3-(trifluoromethyl)-1,2,3,4-tetrahydro-1,7-naphthyridin-6-yl]pentan-1-one benzylmethyl-(2-(piperidin-4-yl)ethyl)carbamate C(C1=CC=CC=C1)OC(N(CCC1CCNCC1)C)=O.C(C)(C)(C)NC=1N=C(C=C2CC(CNC12)C(F)(F)F)C(CC=O)CC